(S)-N-(4-(1-Acetyl-2-methyl-1,2,3,4-tetrahydroquinolin-6-yl)benzyl)-6-(6-amino-4-(tri-fluoromethyl)pyridin-3-yl)-8-morpholinoimidazo[1,2-a]pyrazine-2-carboxamide C(C)(=O)N1[C@H](CCC2=CC(=CC=C12)C1=CC=C(CNC(=O)C=2N=C3N(C=C(N=C3N3CCOCC3)C=3C=NC(=CC3C(F)(F)F)N)C2)C=C1)C